ClC=1C=C(C#N)C=C(C1)CCN1[C@H](C[C@H](C1)COC1=CC=C(C=C1)S(=O)(=O)C)C cis-3-chloro-5-{2-[4-[(4-methanesulfonylphenoxy)methyl]-2-methylpyrrolidin-1-yl]ethyl}benzonitrile